6-[[4-(2-chlorophenyl)-5-cyclopropyl-imidazol-1-yl]methyl]-1,2-dimethyl-benzimidazole ClC1=C(C=CC=C1)C=1N=CN(C1C1CC1)CC=1C=CC2=C(N(C(=N2)C)C)C1